O.S(=O)(=O)(O)O.N(=NCC(C)C=1NCCN1)CC(C)C=1NCCN1 azobis[2-(2-imidazolin-2-yl)propane] sulfate hydrate